CCCC(CC)N 4-n-hexylamine